N-[5-(5-hydroxy-1,3-benzoxazol-2-yl)-8-(methylamino)-2,7-naphthyridin-3-yl]cyclopropanecarboxamide OC=1C=CC2=C(N=C(O2)C2=C3C=C(N=CC3=C(N=C2)NC)NC(=O)C2CC2)C1